4-bromo-2-nitro-N-(pyridin-3-ylmethyl)aniline BrC1=CC(=C(NCC=2C=NC=CC2)C=C1)[N+](=O)[O-]